CC=1C=C(C=C(C1O)C)C(C)(C)C1=CC(=C(C(=C1)C)O)C 2,2-bis-(3,5-dimethyl-4-hydroxyphenyl)propane